N-(5-(1-(N-morpholinyl)ethyl)pyridin-2-yl)cyclopropanecarboxamide N1(CCOCC1)C(C)C=1C=CC(=NC1)NC(=O)C1CC1